4-((2-Methoxy-7-(trifluoromethyl)acridin-9-yl)amino)-2,6-bis(pyrrolidin-1-ylmethyl)phenol COC1=CC2=C(C3=CC(=CC=C3N=C2C=C1)C(F)(F)F)NC1=CC(=C(C(=C1)CN1CCCC1)O)CN1CCCC1